N-[β-maleimidopropyloxy]succinimide C1(C=CC(N1C(CON1C(CCC1=O)=O)C)=O)=O